C[C@@H]1N(C2=CC=CC=C2[C@@H](C1)NC1=CC=C(C=C1)NC(CCCC(=O)NC1=CC=C(C=C1)N[C@@H]1C[C@@H](N(C2=CC=CC=C12)C(CC)=O)C)=O)C(CC)=O N1,N5-bis(4-(((2S,4R)-2-methyl-1-propionyl-1,2,3,4-tetrahydroquinolin-4-yl)amino)phenyl)glutaramide